2-(3-Bromo-1H-1,2,4-triazol-5-yl)-3-(1H-imidazol-4-yl)imidazo[1,2-a]pyrimidine-7-carboxylic acid methyl ester COC(=O)C1=NC=2N(C=C1)C(=C(N2)C2=NC(=NN2)Br)C=2N=CNC2